ClC1=NC2=CC(=CC=C2C(=C1)C1=C(C=C(C=C1)F)Cl)OC 2-chloro-4-(2-chloro-4-fluorophenyl)-7-methoxyquinoline